ClC(CO)(C(C(Cl)(Cl)Cl)Cl)Cl 2,2,3,4,4,4-hexachlorobutanol